C(C)NC(=O)NC1=NC2=C(N1)C=CC(=C2)C2=C(C=CC(=C2)CC2=NNC(C1=C(C=CC=C21)C)=O)F 1-Ethyl-3-(5-(2-fluoro-5-((5-methyl-4-oxo-3,4-dihydrophthalazin-1-yl)methyl)phenyl)-1H-benzoimidazol-2-yl)urea